C(C)(SCC1=C(C=C(C=C1)F)Cl)=O S-(2-chloro-4-fluorobenzyl) ethanethioate